N-[(2-amino-3-fluoroquinolin-7-yl)methyl]-N-(2-methanesulfonyl-5-methylpyridin-3-yl)-2-(trifluoromethyl)pyrimidine-5-carboxamide NC1=NC2=CC(=CC=C2C=C1F)CN(C(=O)C=1C=NC(=NC1)C(F)(F)F)C=1C(=NC=C(C1)C)S(=O)(=O)C